1-ethoxy-3-(1H-indol-3-yl)propan-2-amine trifluoroacetate salt FC(C(=O)O)(F)F.C(C)OCC(CC1=CNC2=CC=CC=C12)N